2-(3,4-dimethoxyphenyl)-5,7-dihydroxy-8-((4-isopropylpiperazin-1-yl)methyl)-6-methoxy-4H-chromen-4-one COC=1C=C(C=CC1OC)C=1OC2=C(C(=C(C(=C2C(C1)=O)O)OC)O)CN1CCN(CC1)C(C)C